C(C1=CC=CC=C1)OC(=O)N1[C@H](CN([C@@H](C1)CC)C(C(=O)OCC)C1=CC=C(C=C1)C(F)(F)F)C (2s,5r)-4-(2-ethoxy-2-oxo-1-(4-(trifluoromethyl)phenyl)ethyl)-5-ethyl-2-methylpiperazine-1-carboxylic acid benzyl ester